N-(3-(3,4-dichlorophenyl)pyrrolidin-3-yl)-4-(trifluoromethoxy)benzene-sulfonamide ClC=1C=C(C=CC1Cl)C1(CNCC1)NS(=O)(=O)C1=CC=C(C=C1)OC(F)(F)F